1,1,3,3,3-pentafluoropropene FC(=CC(F)(F)F)F